FC(C1=CC=C(C=C1)C(CC(=O)C1=CC=C(C=C1)C(F)(F)F)=O)(F)F 1,3-bis(4-(trifluoromethyl)phenyl)propane-1,3-dione